C[C@H]1CN(C[C@H](C1)C)C(=O)Cl (3R,5S)-3,5-dimethylpiperidine-1-carbonyl chloride